(6S)-6-[tert-butyl-(dimethyl)silyl]oxy-oct-7-ynoic acid methyl ester COC(CCCC[C@@H](C#C)O[Si](C)(C)C(C)(C)C)=O